O1-methyl O4-[1-[4-[methyl(tetra-hydropyran-4-yl)amino]-5-oxido-6,7-dihydro-thieno[3,2-d]pyrimidin-5-ium-2-yl]azetidin-3-yl] piperidine-1,4-dicarboxylate N1(CCC(CC1)C(=O)OC1CN(C1)C=1N=C(C2=C(N1)CC[S+]2[O-])N(C2CCOCC2)C)C(=O)OC